N-(4-((2-((1-((3R,4R)-4-methoxytetrahydro-2H-pyran-3-yl)-2-oxo-5-(trifluoromethyl)-1,2-dihydropyridin-3-yl)amino)-1-methyl-1H-benzo[d]imidazol-6-yl)oxy)pyridin-2-yl)acetamide CO[C@H]1[C@@H](COCC1)N1C(C(=CC(=C1)C(F)(F)F)NC1=NC2=C(N1C)C=C(C=C2)OC2=CC(=NC=C2)NC(C)=O)=O